C1(CC1)C1=CC(=NN1)NC1=NC(=NC=C1)N1C2CC(C1)(C2)C(=O)[O-] 2-[4-[(5-cyclopropyl-1H-pyrazol-3-yl)amino]pyrimidin-2-yl]-2-azabicyclo[2.1.1]hexane-4-carboxylate